C(C1=CC=C2C(=N1)SC1=C2C=CC=C1C1=NC=C(C(=C1)C(C)C)[Ge](C)(C)C)([2H])([2H])[2H] 2-(methyl-d3)-8-(4-isopropyl-5-(trimethylgermyl)pyridin-2-yl)benzothieno[2,3-B]pyridine